6-fluoro-3-(6-methyl-5,6-dihydro-8H-imidazo[5,1-c][1,4]oxazin-3-yl)-1-(4-(morpholinylmethyl)phenyl)-1,4-dihydrothiochromeno[4,3-c]pyrazole 5,5-dioxide FC1=CC=CC2=C1S(CC1=C2N(N=C1C1=NC=C2COC(CN21)C)C2=CC=C(C=C2)CN2CCOCC2)(=O)=O